CN1N=CC(=C1C1=CC=2N(C=C1)N=C(C2)NC(=O)C2CC2)COC2C[C@@H]1COC[C@H](C2)N1C N-[5-[2-methyl-4-[[(1S,5R)-9-methyl-3-oxa-9-azabicyclo[3.3.1]nonan-7-yl]oxymethyl]pyrazol-3-yl]pyrazolo[1,5-a]pyridin-2-yl]cyclopropanecarboxamide